FC(OC1=CC=C(C=C1)S(=O)(=O)N1CCOC2(C1)CCN(CC2)C2CC(OCC2)(C)C)F 4-((4-(Difluoromethoxy)phenyl)sulfonyl)-9-(2,2-dimethyltetrahydro-2H-pyran-4-yl)-1-oxa-4,9-diazaspiro[5.5]undecane